COC=1C=CC(=NC1)COC=1C=CC2=C(N=C(O2)C2=CC=NC=C2)C1 5-[(5-Methoxypyridin-2-yl)methoxy]-2-(pyridin-4-yl)-1,3-benzoxazole